tert-butyl(3-sulfamoylphenyl)carbamate C(C)(C)(C)OC(NC1=CC(=CC=C1)S(N)(=O)=O)=O